C(C)(C)(C)OC(=O)NC/C=C/CNC1=C(C=C(C(=O)OC)C=C1[N+](=O)[O-])OC methyl (E)-4-((4-((tert-butoxycarbonyl) amino) but-2-en-1-yl) amino)-3-methoxy-5-nitrobenzoate